2,4,8,10-tetra-tert-butyl-6-[3-(3,5-di-tert-Butyl-4-hydroxyphenyl)propoxy]dibenzo[d,f][1,3,2]dioxaphosphepine C(C)(C)(C)C1=CC2=C(OP(OC3=C2C=C(C=C3C(C)(C)C)C(C)(C)C)OCCCC3=CC(=C(C(=C3)C(C)(C)C)O)C(C)(C)C)C(=C1)C(C)(C)C